2-((6-hydroxy-3'-methyl-4-pentyl-[1,1'-biphenyl]-2-yl)oxy)-4-(thiophen-2-yl)-1,3,2-dioxaphosphinane 2-oxide OC1=CC(=CC(=C1C1=CC(=CC=C1)C)OP1(OCCC(O1)C=1SC=CC1)=O)CCCCC